C1(CC1)C1=NNC(=N1)C1CC2(CN(C2)C(=O)N2CC3(C2)CN(C3)CC3=NOC(=N3)C(F)(F)F)C1 [6-(3-cyclopropyl-1H-1,2,4-triazol-5-yl)-2-azaspiro[3.3]heptan-2-yl]-[6-[[5-(trifluoromethyl)-1,2,4-oxadiazol-3-yl]methyl]-2,6-diazaspiro[3.3]heptan-2-yl]methanone